C(C1=CC=CC=C1)(C1=CC=CC=C1)N1C(CC1)C 1-benzhydryl-2-methyl-azetidine